N-{[2-(cyclopentyloxy)-6-fluorophenyl]methyl}-5-{2-acetamidoimidazo[1,2-b]pyridazin-6-yl}-2-methylpyridine-3-carboxamide C1(CCCC1)OC1=C(C(=CC=C1)F)CNC(=O)C=1C(=NC=C(C1)C=1C=CC=2N(N1)C=C(N2)NC(C)=O)C